2-[4-(3,4-dimethoxyphenyl)-3-(trifluoromethyl)-1,2-oxazol-5-yl]-5-methoxyphenol COC=1C=C(C=CC1OC)C=1C(=NOC1C1=C(C=C(C=C1)OC)O)C(F)(F)F